phenyl-(4-piperidinomethylaniline) C1(=CC=CC=C1)NC1=CC=C(C=C1)CN1CCCCC1